(S)-3-((2-hydroxyethyl)(methyl)carbamoyl)pyrrolidine-1-carboxylic acid tert-butyl ester C(C)(C)(C)OC(=O)N1C[C@H](CC1)C(N(C)CCO)=O